tert-butyl (2-(2-(2-(2-(3-(1-acryloylazetidin-3-yl)-7-bromo-2-oxo-3,4-dihydroquinazolin-1(2H)-yl)ethoxy)ethoxy)ethoxy)ethyl)carbamate C(C=C)(=O)N1CC(C1)N1C(N(C2=CC(=CC=C2C1)Br)CCOCCOCCOCCNC(OC(C)(C)C)=O)=O